CC1(N(CC(C1)CCCCC1=CC(=CC=C1)S(N)(=O)=O)C(=O)OC(C)(C)C)C tert-Butyl 2,2-dimethyl-4-[4-(3-sulfamoylphenyl)butyl]pyrrolidine-1-carboxylate